(E)-4-methoxybenzamide COC1=CC=C(C(=O)N)C=C1